ClC1=CC=C(C=C1)C=1N=C2N(C=CC=N2)C1CN1CC2CCC(C1)N2C(=O)OC methyl 3-{[2-(4-chlorophenyl) imidazo[1,2-a]Pyrimidin-3-yl]Methyl}-3,8-diazabicyclo[3.2.1]Octane-8-carboxylate